FC1(CNCCC1N1CCC(CC1)CC1CCN(CC1)C(=O)OC(C)(C)C)F tert-butyl 4-((3',3'-difluoro-[1,4'-bipiperidin]-4-yl)methyl)piperidine-1-carboxylate